CS(=O)(=O)C(C(=O)O)O 2-(Methylsulfonyl)-glycolic acid